CC1=CC=C(C2=C(C3=CC=CC=C3C(=C12)C)C)C 1,4,9,10-tetramethylanthracene